tert-butyl 4-[[3-cyano-2-[4-(trifluoromethyl)anilino]-4-pyridyl]oxy]piperidine-1-carboxylate C(#N)C=1C(=NC=CC1OC1CCN(CC1)C(=O)OC(C)(C)C)NC1=CC=C(C=C1)C(F)(F)F